ClC1=C(/C=C/C2=CC=C(N(C)C)C=C2)C(=CC=C1)F (E)-4-(2-chloro-6-fluorostyryl)-N,N-dimethylaniline